ClC=1C=C(C=C(C1)C(F)F)C1(CC1)NC(CC(C)(O)C1=C(C=C(C=C1)F)F)=O N-(1-(3-chloro-5-(difluoromethyl)phenyl)cyclopropyl)-3-(2,4-difluorophenyl)-3-hydroxybutanamide